ClC=1C=C2C=NC(=NC2=CC1C1CCN(CC1)C1COC1)NC1=CC(=NS1)C 6-chloro-N-(3-methyl-1,2-thiazol-5-yl)-7-[1-(oxetan-3-yl)piperidin-4-yl]quinazolin-2-amine